BrC1=C(C=C2N=CC(N(C2=C1)[C@@H](C)C1=CC(=CC=C1)Cl)=O)[N+](=O)[O-] 7-bromo-1-[(1S)-1-(3-chlorophenyl)ethyl]-6-nitroquinoxalin-2-one